5-(1-(1-(4-(5-(difluoromethyl)-1,3,4-oxadiazol-2-yl)-3-fluorophenyl)ethyl)-1H-1,2,3-triazol-4-yl)pyridin-2-amine FC(C1=NN=C(O1)C1=C(C=C(C=C1)C(C)N1N=NC(=C1)C=1C=CC(=NC1)N)F)F